(2-(2,5-difluorophenyl)-2-(1-(tetrahydro-2H-pyran-2-yl)-1H-pyrazolo[3,4-c]pyridin-5-yl)ethyl)boronic acid FC1=C(C=C(C=C1)F)C(CB(O)O)C=1C=C2C(=CN1)N(N=C2)C2OCCCC2